10-methylenestearic acid C=C(CCCCCCCCC(=O)O)CCCCCCCC